2-(5-((5-Bromo-4-((5-fluoro-2-(2-hydroxypropan-2-yl)phenyl)amino)pyrimidin-2-yl)amino)-4-methoxy-2-(4-(4-Methylpiperazin-1-yl)piperidin-1-yl)phenyl)acetonitrile BrC=1C(=NC(=NC1)NC=1C(=CC(=C(C1)CC#N)N1CCC(CC1)N1CCN(CC1)C)OC)NC1=C(C=CC(=C1)F)C(C)(C)O